C1(=CC=C(C=C1)C1=NC2=C(C(O1)=O)C=CC=C2)C2=NC1=C(C(O2)=O)C=CC=C1 2,2'-(1,4-Phenylen)bis[4H-3,1-benzoxazin-4-on]